2-methyl-5-(4-methyl-3-(4,4,5,5-tetramethyl-1,3,2-dioxaborolane-2-yl)phenoxy)pentan-2-ol CC(C)(CCCOC1=CC(=C(C=C1)C)B1OC(C(O1)(C)C)(C)C)O